C(C)(=O)ONC(=N)C=1C=C(SC1)CNC(=O)[C@H]1N([C@H]2C[C@]2(C1)C)C(=O)OC(C)(C)C tert-butyl (1S,3S,5S)-3-(((4-(N-acetoxycarbamimidoyl)thiophen-2-yl)methyl)carbamoyl)-5-methyl-2-azabicyclo[3.1.0]hexane-2-carboxylate